N1=BN=CB=C1 1,3,2,5-Diazadiborinine